6-bromo-2-fluoro-3-(methoxy-d3)-benzonitrile BrC1=CC=C(C(=C1C#N)F)OC([2H])([2H])[2H]